N1(NCCCC1)C(=O)OC(C)(C)C t-butyl tetrahydropyridazine-1(2H)-carboxylate